phenethyl (RS)-mandelate C([C@H](O)C1=CC=CC=C1)(=O)OCCC1=CC=CC=C1 |r|